1-((1R,5S)-3-(2-(3-(dimethylamino)azetidin-1-yl)-7-(8-ethynyl-7-fluoro-3-hydroxynaphthalen-1-yl)-8-fluoropyrido[4,3-d]pyrimidin-4-yl)-3,8-diazabicyclo[3.2.1]octan-8-yl)prop-2-en CN(C1CN(C1)C=1N=C(C2=C(N1)C(=C(N=C2)C2=CC(=CC1=CC=C(C(=C21)C#C)F)O)F)N2C[C@H]1CC[C@@H](C2)N1CC=C)C